ClC=1C=CC(=NC1)COC1=CC=CC(=N1)N1CCN(CC1)CC1=NC2=C(N1C[C@H]1OCC1)C=C(C=C2)C(=O)O (S)-2-((4-(6-((5-chloropyridin-2-yl)methoxy)pyridin-2-yl)piperazin-1-yl)methyl)-1-(oxetan-2-ylmethyl)-1H-benzo[d]imidazole-6-carboxylic acid